6-(1H-imidazol-1-yl)-7-nitro-2,3(1H,4H)-quinoxalinedione N1(C=NC=C1)C=1C=C2NC(C(NC2=CC1[N+](=O)[O-])=O)=O